N-(6-chloropyridin-2-yl)-5-methyl-2-azabicyclo[3.1.0]hexane-3-carboxamide ClC1=CC=CC(=N1)NC(=O)C1NC2CC2(C1)C